(S)-N-(1-(7-Methoxyquinolin-5-yl)cyclopropyl)-2-methyl-5-((1-methylpyrrolidin-2-yl)methoxy)benzamide COC1=CC(=C2C=CC=NC2=C1)C1(CC1)NC(C1=C(C=CC(=C1)OC[C@H]1N(CCC1)C)C)=O